N6-[(allyloxy)carbonyl]lysine C(C=C)OC(=O)NCCCC[C@H](N)C(=O)O